P(=O)(OC1=CC=C(C=C1)N)(OCC[N+](C)(C)C)[O-] 4-Aminophenyl (2-(trimethylammonio)ethyl) phosphate